C1(CCCCC1)OCC=1OC(=CC(C1)=O)COC1CCCCC1 2,6-dicyclohexyloxymethyl-4-pyrone